4-ethynylbenzonitrile C(#C)C1=CC=C(C#N)C=C1